ethyl 3-(3-{(1R)-1-[6-(benzyloxy)-2,2-dioxo-2H-1,2λ6,3-benzoxathiazin-3(4H)-yl]ethyl}-4-methylphenyl)-3-(1-{3-[2-(benzyloxy)ethoxy]propyl}-4-methyl-1H-benzotriazol-5-yl)propanoate C(C1=CC=CC=C1)OC=1C=CC2=C(CN(S(O2)(=O)=O)[C@H](C)C=2C=C(C=CC2C)C(CC(=O)OCC)C2=C(C3=C(N(N=N3)CCCOCCOCC3=CC=CC=C3)C=C2)C)C1